Trifluoroacetic acid benzyl-L-asparaginyl-L-prolinate C(C1=CC=CC=C1)N[C@@H](CC(N)=O)C(=O)N1[C@@H](CCC1)C(=O)O.FC(C(=O)O)(F)F